4-(4-(2-(6,6-difluoro-3-azabicyclo[3.1.0]hexane-3-yl)-6-methylpyrimidin-4-yl)-1H-pyrazol-1-yl)-3-(6-azaspiro[2.5]octane-6-yl)aniline FC1(C2CN(CC12)C1=NC(=CC(=N1)C=1C=NN(C1)C1=C(C=C(N)C=C1)N1CCC2(CC2)CC1)C)F